(4-bromo-1H-pyrrolo[2,3-b]pyridin-3-yl)-3-(4-(trifluoromethyl)phenyl)urea BrC1=C2C(=NC=C1)NC=C2NC(=O)NC2=CC=C(C=C2)C(F)(F)F